2,5-di-tert-butyl-1,4-dihydroxybenzene C(C)(C)(C)C1=C(C=C(C(=C1)O)C(C)(C)C)O